F[C@H]1CCOC2=C(S1(=O)=O)C=C(C=C2F)C(=O)O (4R)-4,9-difluoro-5,5-dioxo-3,4-dihydro-2H-1,5λ6-benzoxathiepin-7-Formic acid